2-(4-isopropyl-5-(8-methoxy-[1,2,4]triazolo[1,5-a]pyridin-6-yl)-1H-pyrazol-3-yl)-4-methyl-5-(4-(4-(methylsulfonyl)piperazin-1-yl)cyclohexyl)thiazole C(C)(C)C=1C(=NNC1C=1C=C(C=2N(C1)N=CN2)OC)C=2SC(=C(N2)C)C2CCC(CC2)N2CCN(CC2)S(=O)(=O)C